1,3-dioxopentane O=CCC(CC)=O